2-chloro-N-(1-(3-chloro-4-fluorophenyl)-1-(3-(trifluoromethyl)cyclobutyl)ethyl)acetamide ClCC(=O)NC(C)(C1CC(C1)C(F)(F)F)C1=CC(=C(C=C1)F)Cl